FC1=CC(=C(OC=2N=NC(=CC2C(=O)N[C@H]2CNCCC2)C(F)(F)F)C=C1)C (R)-3-(4-Fluoro-2-methylphenoxy)-N-(piperidin-3-yl)-6-(trifluoromethyl)pyridazine-4-carboxamide